S1C(=NC2=C1C=CC=C2)NC(=O)C=2C=CC=C1CCN(CC21)C2=CC=C(C(=N2)C(=O)OC(C)(C)C)C2=C(C=C(C=C2)CCCCC2CCN(CC2)CC(=O)OCC)C tert-butyl 6-[8-(1,3-benzothiazol-2-ylcarbamoyl)-3,4-dihydro-1H-isoquinolin-2-yl]-3-[4-[4-[1-(2-ethoxy-2-oxo-ethyl)-4-piperidyl]butyl]-2-methyl-phenyl]pyridine-2-carboxylate